S1C(=CC=C1)C=1C2=CC=CC=C2C(=C2C=CC=CC12)C=1OC=CC1 9-(thiophen-2-yl)-10-(furan-2-yl)anthracene